N-((S)-(4,4-Difluorocyclohexyl)(6-((R)-1-(4,4,4-trifluorobutanamido)ethyl)-1H-benzo[d]imidazol-2-yl)methyl)benzamide FC1(CCC(CC1)[C@H](NC(C1=CC=CC=C1)=O)C1=NC2=C(N1)C=C(C=C2)[C@@H](C)NC(CCC(F)(F)F)=O)F